6-(3-methoxy-pyridin-2-ylamino)-isoquinolin-1-one COC=1C(=NC=CC1)NC=1C=C2C=CNC(C2=CC1)=O